4-chloro-7-[(3aR,4R,6R,6aR)-2,2-dimethyl-6-[(1R)-6-chloroisochroman-1-yl]-3a,4,6,6a-tetrahydrofuro[3,4-d][1,3]dioxol-4-yl]pyrrolo[2,3-d]pyrimidine ClC=1C2=C(N=CN1)N(C=C2)[C@@H]2O[C@@H]([C@H]1OC(O[C@H]12)(C)C)[C@@H]1OCCC2=CC(=CC=C12)Cl